CCCC[Sn](CCCC)(CCCC)Cl Tri-n-butyltin Chloride